Tert-butyl 2-chloro-5,8-dihydropyrido[3,4-d]pyrimidine-7(6H)carboxylate ClC=1N=CC2=C(N1)CN(CC2)C(=O)OC(C)(C)C